tert-butyl N-{1-[7-carbamoyl-2-(2-methoxyethyl)indazol-4-yl]pyrrolidin-3-yl}-N-methylcarbamate C(N)(=O)C1=CC=C(C2=CN(N=C12)CCOC)N1CC(CC1)N(C(OC(C)(C)C)=O)C